C(CC(=O)OC(=O)O)(=O)OC(=O)O.[Na] sodium dicarboxyl malonate